4-(2-(3,4-dimethoxyphenyl) propionyl)-3-methoxyphenyl triflate O(S(=O)(=O)C(F)(F)F)C1=CC(=C(C=C1)C(C(C)C1=CC(=C(C=C1)OC)OC)=O)OC